Cl.CN1CCC(CCC1)=O N-methyl-hexahydroazepin-4-one hydrochloride